ClC1=CC2=C(C3=CC=CC=C3C(=C2C=C1)C=1SC=CC1)C=1SC=CC1 2-chloro-9,10-dithienylanthracene